1,1,4,7-tetramethyl-1a,2,3,4,5,6,7,7b-octahydrocyclopropa[e]azulene CC1(C2C=3C(CCC3C(CCC21)C)C)C